CC1(C(OB(O1)C=1CCN(CC1)C(=O)[O-])(C)C)C 4-(tetramethyl-1,3,2-dioxaborolan-2-yl)-1,2,3,6-tetrahydropyridine-1-carboxylate